2-(2,6-dioxopiperidin-3-yl)-5-((6-(methylamino)hexyl)oxy)isoindoline-1,3-dione hydrochloride Cl.O=C1NC(CCC1N1C(C2=CC=C(C=C2C1=O)OCCCCCCNC)=O)=O